(S)-N-(chroman-4-yl)-2-(pyridin-4-yl)benzo-[d]thiazole-6-carboxamide O1CC[C@@H](C2=CC=CC=C12)NC(=O)C1=CC2=C(N=C(S2)C2=CC=NC=C2)C=C1